FC1=CC=C(C=C1)C(N1C[C@@H](N(C[C@H]1C)C1=CC(N(C=2C=CC(=NC12)C#N)C)=O)C)C1=NC(=CC=C1)C(F)(F)F 8-[(2s,5r)-4-[(4-fluorophenyl)[6-(trifluoromethyl)pyridin-2-yl]methyl]-2,5-dimethylpiperazin-1-yl]-5-methyl-6-oxo-5,6-dihydro-1,5-naphthyridine-2-carbonitrile